2-(((1r,4r)-4-((phenyl(pyridin-2-yl)carbamoyl-oxy)methyl)cyclohexyl)methoxy)acetic acid C1(=CC=CC=C1)N(C(=O)OCC1CCC(CC1)COCC(=O)O)C1=NC=CC=C1